butenyl-6-(2-hydroxyethoxy)benzofuran-3(2H)-one C(=CCC)C1OC2=C(C1=O)C=CC(=C2)OCCO